ClC1=CC=C(C=C1)C=1N=C(C=2N(C1)N=C(N2)NC(C)O)C=2C=NN(C2)C (6-(4-chlorophenyl)-8-(1-methyl-1H-pyrazol-4-yl)-[1,2,4]triazolo[1,5-a]pyrazin-2-yl)aminoethan-1-ol